2,4,4-trimethyl-2-chloropentane CC(C)(CC(C)(C)C)Cl